C1(CC1)C1=C(C=CC=C1)C1=CC(=C(C=C1)C1CN(CC1)C(=O)C1=NC(=CN=C1)COC)CO [3-(2'-Cyclopropyl-3-hydroxymethyl-biphenyl-4-yl)-pyrrolidin-1-yl]-(6-methoxymethyl-pyrazin-2-yl)-methanone